The molecule is a naphthoquinone that is naphthalene-1,4-dione substituted by a hydroxy group and a 2-hydroxyethyl group at positions 2 and 3 respectively. It is a diol and a hydroxy-1,4-naphthoquinone. It is a conjugate acid of a 3-(2-hydroxyethyl)-1,4-dioxo-1,4-dihydronaphthalen-2-olate. C1=CC=C2C(=C1)C(=C(C(=O)C2=O)CCO)O